C(#N)[C@@H](C[C@@H]1C(NCCC1)=O)NC(=O)[C@H]1N([C@@H]2CC([C@H]1CC2)(F)F)C([C@H](CC(C)C)NC(C(F)(F)F)=O)=O (1S,3S,4S)-N-[(1R)-1-cyano-2-[(3R)-2-oxo-3-piperidyl]ethyl]-5,5-difluoro-2-[(2S)-4-methyl-2-[(2,2,2-trifluoroacetyl)amino]pentanoyl]-2-azabicyclo[2.2.2]octane-3-carboxamide